C1=CC=C2C(=C1)C=CC(=O)N2 QUINOLONE